[C@@H]1(CCCC2=CC=CC=C12)NC(N)=O 3-((S)-1,2,3,4-tetrahydronaphthalen-1-yl)urea